C(C1=CC=CC=C1)OC[C@@H](C(=O)OC)OC1=CC=C2C(=CC(OC2=C1)=O)C1=C(C=CC=C1)C methyl (S)-3-benzyloxy-2-[4-(o-tolyl)-2-oxo-chromen-7-yl]oxy-propanoate